C(C)(=O)OCCCCCCC\C=C/CCC (Z)-dodec-8-en-1-yl acetate